4-fluoro-N-(5-methyl-4-oxo-2,3,4,5-tetrahydropyrido[3,2-b][1,4]oxazepin-3-yl)-1H-pyrazole-3-carboxamide FC=1C(=NNC1)C(=O)NC1C(N(C2=C(OC1)C=CC=N2)C)=O